2-(4-hydroxyphenylmethyleneamino)-5-(2-methyl-3-nitro-phenyl)-1,3,4-thiadiazole OC1=CC=C(C=C1)C=NC=1SC(=NN1)C1=C(C(=CC=C1)[N+](=O)[O-])C